N-(5-(8-fluoro-6-methyl-[1,2,4]triazolo[1,5-a]pyridin-2-yl)-8-(methylamino)-2,7-naphthyridin-3-yl)cyclopropanecarboxamide 2-hydroxyisocaproate OC(C(=O)O)CC(C)C.FC=1C=2N(C=C(C1)C)N=C(N2)C2=C1C=C(N=CC1=C(N=C2)NC)NC(=O)C2CC2